1-methyl (2-(2-(4-((tert-butoxycarbonyl)amino)phenyl)oxazole-4-carboxamido)acryloyl)-L-serinate C(C)(C)(C)OC(=O)NC1=CC=C(C=C1)C=1OC=C(N1)C(=O)NC(C(=O)N[C@@H](CO)C(=O)OC)=C